2-(pyridin-4-yl)ethan N1=CC=C(C=C1)CC